N(=[N+]=[N-])[C@H]([C@H]1[C@@H]2CC(C[C@H](CC1=O)C2)=C)C2=CC=CC=C2 (1S,2R,5R)-2-((R)-azido(phenyl)methyl)-7-methylenebicyclo[3.3.1]nonan-3-one